BrC1=CC2=C(N=C(N=C2)C=2C(=NC=NC2OC)C2CC2)N(C1=O)CC1=CC=C(C=C1)C=1N(C=C(N1)C(F)(F)F)C 6-bromo-2-(4-cyclopropyl-6-methoxypyrimidin-5-yl)-8-({4-[1-methyl-4-(trifluoromethyl)imidazol-2-yl]phenyl}methyl)pyrido[2,3-d]pyrimidin-7-one